[2,2'-bipyridine-4-carboxylic acid] ruthenium (II) hexafluorophosphate F[P-](F)(F)(F)(F)F.[Ru+2].N1=C(C=C(C=C1)C(=O)O)C1=NC=CC=C1.F[P-](F)(F)(F)(F)F